(R)-1-(4-isothiocyanato-2-(trifluoromethyl)benzyl)-3-methoxypyrrolidine N(=C=S)C1=CC(=C(CN2C[C@@H](CC2)OC)C=C1)C(F)(F)F